3-(trihydroxysilyl) propyl methylphosphonate CP(=O)(O)OCCC[Si](O)(O)O